1,1-difluoro-1,9a-dihydropyrido[2,1-c][1,4]thiazine-3,4-dicarboxylic acid n-octyl ester C(CCCCCCC)OC(=O)C1=C(N2C(C(S1)(F)F)C=CC=C2)C(=O)O